ClC1=C(C=CC=C1Cl)N1CCN(CC1)CCC1CCN(CC1)C(=O)OC(C)(C)C tert-Butyl 4-(2-(4-(2,3-dichlorophenyl)piperazin-1-yl)ethyl)piperidine-1-carboxylate